8-amino-11-oxa-3,7-diazatricyclo[7.3.0.02,6]dodeca-1(9),2(6),4,7-tetraene-4-carboxylic acid NC1=NC=2C=C(NC2C=2COCC12)C(=O)O